NC1=CC=C2C(=N1)CCC2NC([C@H](C)NC(=O)[C@@H]2NCCN(C2)CC2=CC=CC=C2)=O (2R)-N-((2S)-1-((2-amino-6,7-dihydro-5H-cyclopenta[b]pyridin-5-yl)amino)-1-oxopropan-2-yl)-4-benzylpiperazine-2-carboxamide